FC1=CC=C(C=C1)NC1=CC(=CC=C1)[N+](=O)[O-] (4-fluorophenyl)-3-nitroaniline